NC1=NC=2CC[C@H]([C@@H](C2C=C1)O)[C@@H]1N2C(C3=CC=CC=C13)=CN=C2 (5S,6S)-2-amino-6-((S)-5H-imidazo[5,1-a]isoindol-5-yl)-5,6,7,8-tetrahydroquinolin-5-ol